NC(C(C)NC(=O)C1=CC=C(C=2C=CC(OC21)=O)C2=NOC(C2)(C(F)(F)F)C2=CC(=C(C(=C2)Cl)F)Cl)=O N-(2-amino-1-methyl-2-oxoethyl)-5-[5-(3,5-dichloro-4-fluorophenyl)-4,5-dihydro-5-(trifluoromethyl)-3-isoxazolyl]-2-oxo-2H-1-benzopyran-8-carboxamide